ClC1=NC=2N(C(=C1)NCC=1C=C(C=CC1)NC1CN(C1)C(=O)OC(C)(C)C)N=CC2C(C)C tert-butyl 3-((3-(((5-chloro-3-isopropylpyrazolo[1,5-a]pyrimidin-7-yl)amino)methyl)phenyl)amino)azetidine-1-carboxylate